(1-ethylpiperidin-3-yl)-7-iodooxazolo[4,5-b]pyridin-2-amine C(C)N1CC(CCC1)C1=CC(=C2C(=N1)N=C(O2)N)I